6-(8-(benzo[d]thiazol-2-ylcarbamoyl)-3,4-dihydroisoquinolin-2(1H)-yl)-3-(3-chloro-2-methylphenyl)picolinic acid tert-butyl ester C(C)(C)(C)OC(C1=NC(=CC=C1C1=C(C(=CC=C1)Cl)C)N1CC2=C(C=CC=C2CC1)C(NC=1SC2=C(N1)C=CC=C2)=O)=O